methyl 2-imidazolecarboxylate N1C(=NC=C1)C(=O)OC